CN(C(COC(CC1=CC=C(C=C1)OC(C1=CC=C(C=C1)NC(=N)N)=O)=O)=O)C (4-{2-[2-(Dimethylamino)-2-oxoethoxy]-2-oxoethyl}phenyl)(4-carbamimidamidobenzoate)